CN(C1(CCC2(CNC(N2CCC)=O)CC1)C1=CC=CC=C1)C CIS-8-Dimethylamino-8-phenyl-1-propyl-1,3-diazaspiro[4.5]decan-2-one